C1COCCC12CCN(CC2)CCCOC=2C(=C(C=CC2)C2=C(C(=CC=C2)COC2=CC(=C(C=O)C=C2Cl)O)C)C 4-((3'-(3-(3-oxa-9-azaspiro[5.5]undec-9-yl)propoxy)-2,2'-dimethyl-[1,1'-biphenyl]-3-yl)methoxy)-5-chloro-2-hydroxybenzaldehyde